C1(CC1)CN1C=NC=2C1=NC(=CC2N2CCOCC2)NN2C(C1=CC=CC=C1C2)=O 2-((3-(cyclopropylmethyl)-7-morpholino-3H-imidazo[4,5-b]pyridin-5-yl)amino)isoindolin-1-one